7-cyclopentyl-5-(4-phenoxyphenyl)pyrrolo[2,3-d]pyrimidin-4-amine C1(CCCC1)N1C=C(C2=C1N=CN=C2N)C2=CC=C(C=C2)OC2=CC=CC=C2